C(CCCCCCCCC)(=O)[O-].C(CCCCCCCCC)(=O)[O-].C(CCCCCCC)(=O)[O-].C(CCCCCCC)(=O)[O-].[Te+4] tellurium dicaprylate Didecanoate